2-bromo-4-iodo-5-(methylthio)benzaldehyde BrC1=C(C=O)C=C(C(=C1)I)SC